4-amino-3-(2-amino-1H-imidazol-1-yl)benzoic acid NC1=C(C=C(C(=O)O)C=C1)N1C(=NC=C1)N